N-((1r,3r)-3-(3-chloro-4-cyanophenoxy)-2,2,4,4-tetramethylcyclobutyl)-6-(4-((2-(2,6-dioxopiperidin-3-yl)-1-oxoisoindolin-5-yl)methyl)piperazin-1-yl)pyridazine-3-carboxamide ClC=1C=C(OC2C(C(C2(C)C)NC(=O)C=2N=NC(=CC2)N2CCN(CC2)CC=2C=C3CN(C(C3=CC2)=O)C2C(NC(CC2)=O)=O)(C)C)C=CC1C#N